(2,6-Dichloropyridin-4-yl)methyl O-isopropyl-L-serinate hydrochloride Cl.C(C)(C)OC[C@H](N)C(=O)OCC1=CC(=NC(=C1)Cl)Cl